ClC=1C(N(C(=CC1OCC1=NC=C(C=C1F)F)C)C1=CC(=NC=C1CC)C(\C=C\N(C)C)=O)=O 3-chloro-4-[(3,5-difluoropyridin-2-yl)methoxy]-2'-[(2E)-3-(dimethylamino)prop-2-enoyl]-5'-ethyl-6-methyl-[1,4'-bipyridin]-2-one